BrC1=CC2=C(SC=C2C[C@H](C(=O)OC(C)(C)C)[C@@H]2CN(CC2)C(=O)OC(C)(C)C)C=C1 Tert-butyl (R)-3-((S)-3-(5-bromobenzo[b]thiophen-3-yl)-1-(tert-butoxy)-1-oxopropan-2-yl)pyrrolidine-1-carboxylate